6,13-dihydro-pentacene-5,7,12,14-tetraol C1=CC=CC2=C(C=3CC4=C(C5=CC=CC=C5C(=C4CC3C(=C12)O)O)O)O